(2R)-1-(3-chloro-2-fluorobenzyl)-4-((3-fluoro-6-((5-methyl-1H-pyrazol-3-yl)amino)pyridin-2-yl)methyl)-2-methylpiperidine ClC=1C(=C(CN2[C@@H](CC(CC2)CC2=NC(=CC=C2F)NC2=NNC(=C2)C)C)C=CC1)F